F[C@]1(C(NC(CC1)=O)=O)C1=CC=C(C=C1)C1CCN(CC1)C(=O)OC(C)(C)C tert-butyl 4-[4-[(3S)-3-fluoro-2,6-dioxo-3-piperidyl]phenyl]piperidine-1-carboxylate